N1(CCCC1)CNC(N)=O 3-(pyrrolidin-1-ylmethyl)urea